2-hydroxyethanesulfonic acid 4-ethylpyridine salt C(C)C1=CC=NC=C1.OCCS(=O)(=O)O